C(C)OC(C(CC1=NC2=CC=CC=C2N=C1)NS(=O)C(C)(C)C)=O ((tert-butylsulfinyl)amino)-3-(quinoxalin-2-yl)propionic acid ethyl ester